1,3,5-tris(3-ethyl-4-aminophenylamino)benzene C(C)C=1C=C(C=CC1N)NC1=CC(=CC(=C1)NC1=CC(=C(C=C1)N)CC)NC1=CC(=C(C=C1)N)CC